ClC=1C(=C(C=CC1)NS(=O)(=O)C=1SC(=CC1)C(C(C)C)=O)N1CCC(CC1)(C)C N-(3-chloro-2-(4,4-dimethylpiperidin-1-yl)phenyl)-5-isobutyrylthiophene-2-sulfonamide